1-((S)-fluoro((R or S)-3-(2-(5-fluorothiophen-2-yl)ethyl)-1-(2-(6-methylpyridin-3-yl)propan-2-yl)pyrrolidin-3-yl)methyl)-3-isopropylurea F[C@H](NC(=O)NC(C)C)[C@]1(CN(CC1)C(C)(C)C=1C=NC(=CC1)C)CCC=1SC(=CC1)F |o1:9|